FC1=C(C(=CC=C1)C)N1C(C2=C(N=C(N=C2)SC)C=C1)=O 6-(2-fluoro-6-methyl-phenyl)-2-methylsulfanyl-pyrido[4,3-d]Pyrimidin-5-one